C(\C=C\CCC)B1OC(CN(CC(O1)=O)C)=O (E)-2-(hex-2-en-1-yl)-6-methyl-1,3,6,2-dioxazaborocan-4,8-dione